bis(2-(2-butoxyethoxy)ethyl) adipate C(CCCCC(=O)OCCOCCOCCCC)(=O)OCCOCCOCCCC